tert-butyl (S)-4-(7-(2-((tert-butoxycarbonyl)amino)-7-fluorobenzo[d]thiazol-4-yl)-8-fluoro-2-((1-methylpyrrolidin-2-yl)methoxy)pyrido[4,3-d]pyrimidin-4-yl)piperazine-1-carboxylate C(C)(C)(C)OC(=O)NC=1SC2=C(N1)C(=CC=C2F)C2=C(C=1N=C(N=C(C1C=N2)N2CCN(CC2)C(=O)OC(C)(C)C)OC[C@H]2N(CCC2)C)F